ClC=1C=C(OCCNC(CNC2=CC=CC=C2)=N)C=CC1 N-[2-(3-chlorophenoxy)ethyl]-2-(phenylamino)-Ethanimidamide